(2R)-2-[6-(2,5-dichloropyrimidin-4-yl)-1-oxo-2,3-dihydro-1H-isoindol-2-yl]-3-hydroxy-N-[(1R)-1-[3-(trifluoromethyl)phenyl]ethyl]propanamide ClC1=NC=C(C(=N1)C1=CC=C2CN(C(C2=C1)=O)[C@@H](C(=O)N[C@H](C)C1=CC(=CC=C1)C(F)(F)F)CO)Cl